CC(C(=O)OC)(C)N1N=NC(=C1)C(NCC=1SC(=NN1)C1=CC=CC=C1)=O methyl 2-methyl-2-(4-(((5-phenyl-1,3,4-thiadiazol-2-yl)methyl)carbamoyl)-1H-1,2,3-triazol-1-yl)propanoate